O=C1NC(CC[C@H]1C1=CC(=C(C=C1)N1CCN(CC1)CC(=O)O)F)=O 2-[4-[4-[(3S)-2,6-dioxo-3-piperidyl]-2-fluoro-phenyl]piperazin-1-yl]acetic acid